CN1C(C=CC2=CC=CC=C12)CCC1=CC=CC=C1 1-methyl-2-phenethyl-quinoline